tert-butyl 2-methylpyrimidine-5-carboxylate CC1=NC=C(C=N1)C(=O)OC(C)(C)C